ClC=1C=C(C=CC1OC)NC(C)C1=NC=CC(=N1)NC(OC(C)(C)C)=O tert-butyl (2-(1-((3-chloro-4-methoxyphenyl)amino)ethyl)pyrimidin-4-yl)carbamate